C(#N)C1=C(C=C(OC2C(C(C2(C)C)NC(=O)C2=CC=C(C=C2)C2COC2)(C)C)C=C1)C(F)(F)F 3-(4-(((1r,3r)-3-(4-cyano-3-(trifluoromethyl)phenoxy)-2,2,4,4-tetramethylcyclobutyl)carbamoyl)phenyl)oxetan